C(=O)(C(=C)C)C1CCCCC1 methacryl-cyclohexane